1-(5-acetyl-1-(1-acetylpiperidin-4-yl)-4,5,6,7-tetrahydro-1H-pyrazolo[4,3-c]pyridin-3-yl)-7-(difluoromethyl)-1,2,3,4-tetrahydroquinoline-6-carboxylic acid C(C)(=O)N1CC2=C(CC1)N(N=C2N2CCCC1=CC(=C(C=C21)C(F)F)C(=O)O)C2CCN(CC2)C(C)=O